FC(CC(CO)NC(=O)C=1N(N=C2C=CC(=CC12)OCC1=NC=CC=C1)C)(C)C N-(4-fluoro-1-hydroxy-4-methylpent-2-yl)-2-methyl-5-[(pyridin-2-yl)methoxy]-2H-indazole-3-carboxamide